S1C(=C(C=C1)B(O)O)B(O)O thiophene-di-boronic acid